N=1C=C(N2C1C=NC=C2)C=2C=C1C(=NC=NC1=CC2)NC(CO)C2=CC=CC=C2 2-((6-(imidazo[1,2-a]pyrazin-3-yl)quinazolin-4-yl)amino)-2-phenylethan-1-ol